CC(C)(CC(C)(C)C)N 2,4,4-trimethylpentan-2-amine